N[C@H]([C@@H](C)C1=C(C2=NC(=CC(=C2S1)NCC=1OC=CC1)Cl)C)C |&1:2| 2-((2R/S,3S)-3-aminobutan-2-yl)-5-chloro-N-(furan-2-ylmethyl)-3-methylthieno[3,2-b]pyridin-7-amine